(S)-2-((tert-butoxycarbonyl)amino)-3-ethoxy-3-oxopropyl-2-(4-cyano-2-methoxybenzylidene)-3-oxobutanoate C(C)(C)(C)OC(=O)N[C@@H](COC(C(C(C)=O)=CC1=C(C=C(C=C1)C#N)OC)=O)C(=O)OCC